(R)-1-benzyl-3-hydroxy-4-[(1-phenylethylamino)methyl]pyridin-2(1H)-one C(C1=CC=CC=C1)N1C(C(=C(C=C1)CN[C@H](C)C1=CC=CC=C1)O)=O